tert-butyl (4-((4-(hydroxymethyl)cyclohexyl)oxy)phenyl)carbamate OCC1CCC(CC1)OC1=CC=C(C=C1)NC(OC(C)(C)C)=O